C1(CC1)C1=CC(=NN1C1=CC=C(C=C1)C1CN(C1)C(=O)N1CC2(C1)CC(C2)C2=NN=C(N2)C2CC2)C [3-[4-(5-Cyclopropyl-3-methyl-pyrazol-1-yl)phenyl]azetidin-1-yl]-[6-(5-cyclopropyl-4H-1,2,4-triazol-3-yl)-2-azaspiro[3.3]heptan-2-yl]methanone